ClC=1C=CC(=C(C1)C1=CC(=CN=N1)NC1=CC=NC2=CC(=CC=C12)C(=O)O[C@@H]1CN(CC1)C)F (3s)-1-Methylpyrrolidin-3-yl 4-{[6-(5-Chloro-2-Fluorophenyl)Pyridazin-4-yl]Amino}Quinolin-7-Carboxylat